C12(CC3CC(CC(C1)C3)C2)CNCC2=C(C=C(CSC3=C1CN(C(C1=CC=C3)=O)C3C(NC(CC3)=O)=O)C=C2)F 3-(4-((4-((((adamantan-1-yl)methyl)amino)methyl)-3-fluorobenzyl)thio)-1-oxoisoindolin-2-yl)piperidine-2,6-dione